C(C)(=O)OC(CCCCCCCCCC)[Si](OCC)(OCC)OCC 1-acetoxyundecyltriethoxysilane